C(C(C)C)[C@@H]1C(N2[C@@H](N(O1)C(/C=C/C=1SC=C(N1)C#N)=O)CN(C([C@@H]2CC(C)C)=O)C2CCN(CC2)C)=O 2-((E)-3-((3R,6S,9aS)-3,6-diisobutyl-8-(1-methylpiperidin-4-yl)-4,7-dioxohexahydropyrazino[2,1-c][1,2,4]oxadiazin-1(6H)-yl)-3-oxoprop-1-en-1-yl)thiazole-4-carbonitrile